C(C)(C)(C)OC(=O)N1C(CCC1)C1=CC(=C(C=C1)CN1N=C(C=2N=C(N=C(C21)O)NC(=O)OC)I)OC 2-(4-((7-hydroxy-3-iodo-5-((methoxycarbonyl)amino)-1H-pyrazolo[4,3-d]Pyrimidin-1-yl)methyl)-3-methoxyphenyl)pyrrolidine-1-carboxylic acid tert-butyl ester